3-methyl-2-[7-[(3R)-1-methylsulfonylpyrrolidin-3-yl]-5,6-dihydropyrrolo[2,3-c]pyridazin-3-yl]-5-(trifluoromethyl)phenol CC=1C(=C(C=C(C1)C(F)(F)F)O)C1=CC2=C(N=N1)N(CC2)[C@H]2CN(CC2)S(=O)(=O)C